C(C)(C)(C)OC(=O)N1CCC(CC1)C(NS(=O)(=O)C)=O 4-((methylsulfonyl)carbamoyl)piperidine-1-carboxylic acid tert-butyl ester